BrCCCCCCCCCCCCCCOCC1=CC=CC=C1 (((14-bromotetradecyl)oxy)methyl)benzene